(2-(isoxazol-3-yl)-1H-imidazol-5-yl)methanol O1N=C(C=C1)C=1NC(=CN1)CO